4-(6-(2-phenyl-2,6-diazaspiro[3.5]nonan-6-yl)pyrimidin-4-yl)morpholine C1(=CC=CC=C1)N1CC2(C1)CN(CCC2)C2=CC(=NC=N2)N2CCOCC2